C1(=CC=CC=C1)CCNC(=O)CCNC(OC(C)(C)C)=O tert-Butyl N-{2-[(2-phenylethyl)carbamoyl]ethyl}carbamate